CC1=C(C=NC=C1C=1C=C2CCC(N(C2=CC1)C)=O)[C@@H](C)N[S@](=O)C(C)(C)C |o1:19| (R)-2-Methyl-propane-2-sulfinic acid {(R or S)-1-[4-methyl-5-(1-methyl-2-oxo-1,2,3,4-tetrahydro-quinolin-6-yl)-pyridin-3-yl]-ethyl}-amide